ClC=1C(=C(C=CC1)NC(=S)C1=C(CCNC1=O)NCC1=C(C=NC=C1)OCC1OCCOC1)C N-(3-chloro-2-methyl-phenyl)-4-[[3-(1,4-dioxan-2-ylmethoxy)-4-pyridinyl]methylamino]-6-oxo-2,3-dihydro-1H-pyridine-5-carbothioamide